2-(2-amino-6-methoxy-8-oxo-7-(3,3,3-trifluoropropyl)-7,8-dihydro-9H-purin-9-yl)tetrahydrofuran-3-yl acetate C(C)(=O)OC1C(OCC1)N1C2=NC(=NC(=C2N(C1=O)CCC(F)(F)F)OC)N